1-(3-(3-chloro-4-(9-((4-chloropyridin-2-yl)methyl)-6-(1-methylcyclopropoxy)-9H-purin-8-yl)phenoxy)propyl)azetidin-3-ol ClC=1C=C(OCCCN2CC(C2)O)C=CC1C=1N(C2=NC=NC(=C2N1)OC1(CC1)C)CC1=NC=CC(=C1)Cl